5-azido-2,2-dimethylvaleric acid ethyl ester C(C)OC(C(CCCN=[N+]=[N-])(C)C)=O